C(C)(=O)C1=CN(C2=CC=C(C=C12)C=1C=NC=2N(C1)N=C(C2)C)CC(=O)N2[C@@H](C[C@H](C2)F)C(=O)NC2=NC(=CC=C2)C(F)(F)F (2S,4R)-1-(2-(3-acetyl-5-(2-methylpyrazolo[1,5-a]pyrimidin-6-yl)-1H-indol-1-yl)acetyl)-4-fluoro-N-(6-(trifluoromethyl)pyridin-2-yl)pyrrolidine-2-carboxamide